FC=1C=C(C=CC1)[C@H]1CC[C@H](CC1)OC[C@@H]1N([C@@H](C[C@@H]1N(C(C(F)(F)F)=O)CC1=CC=C(C=C1)OC)COC)C(=O)OCC1=CC=CC=C1 benzyl (2R,3S,5S)-2-((((CIS)-4-(3-fluorophenyl)cyclohexyl)oxy)methyl)-5-(methoxymethyl)-3-(2,2,2-trifluoro-N-(4-methoxybenzyl)acetamido)pyrrolidine-1-carboxylate